C(#N)CN1N=C2C(NC(C(=C2N2[C@H](CN([C@@H](C2)CC)C(C)C=2C=C3N=CC=NC3=CC2)C)C#N)=O)=C1 (cyanomethyl)-7-((2S,5R)-5-ethyl-2-methyl-4-(1-(quinoxalin-6-yl)ethyl)piperazin-1-yl)-5-oxo-4,5-dihydro-2H-pyrazolo[4,3-B]pyridine-6-carbonitrile